piperonylmethacrylate C(C1=CC=2OCOC2C=C1)OC(C(=C)C)=O